(4-Amino-2-methylpyridin-3-yl)methanol NC1=C(C(=NC=C1)C)CO